C(CCC)N1C(=NC2=C1C=CC=C2NC2=CC(=CC(=C2)C(C)(C)C)C(C)(C)C)C(C)C 1-Butyl-N-(3,5-di-tert-butylphenyl)-2-isopropyl-1H-benzo[d]imidazol-4-amine